ClC1=C(C(=C2C=C(NC2=C1)C(=O)OC)OC)F methyl 6-chloro-5-fluoro-4-methoxy-1H-indole-2-carboxylate